CC1CC(CCC1)[Si](OC)(OC)C1CCCC1 3-methylcyclohexyl-cyclopentyl-dimethoxysilane